COC1=C(C(=CC=C1)OC)C1=CC=C(C=C1)S(=O)(=O)Cl 2',6'-dimethoxy-[1,1'-biphenyl]-4-sulfonyl chloride